COC(=O)C=1C=C2C(N(CC2=CC1)CCNC(=O)OC(C)(C)C)=O.ClC1=C2C(=NN(C2=CC=C1)S(=O)(=O)C1=CC=C(C=C1)C)N1C2(CC2)CC(C1)(F)F 4-chloro-3-(6,6-difluoro-4-azaspiro[2.4]heptan-4-yl)-1-(p-tolyl-sulfonyl)indazole methyl-2-(2-{[(tert-butoxy)carbonyl]amino}ethyl)-3-oxo-2,3-dihydro-1H-isoindole-5-carboxylate